[SH+]1CCC1 thietanium